3,3'-Methylene-bis(4-hydroxycoumarin) C(C=1C(OC2=CC=CC=C2C1O)=O)C=1C(OC2=CC=CC=C2C1O)=O